N[C@H]1CS(C2=C(N(C1=O)CC1=CC=C(C=C1)Cl)C=C(C(=C2)F)C=2OC(=NN2)C(CN(C)C)(C)C)(=O)=O (3R)-3-amino-5-[(4-chlorophenyl)methyl]-7-[5-[2-(dimethylamino)-1,1-dimethyl-ethyl]-1,3,4-oxadiazol-2-yl]-8-fluoro-1,1-dioxo-2,3-dihydro-1λ6,5-benzo-thiazepin-4-one